C(C)SC(N)=N 2-Ethyl-2-thiopseudourea